Piperidin-1-yl(1-(pyrrolidine-1-carbonyl)-9H-pyrido[3,4-b]indol-3-yl)methanone N1(CCCCC1)C(=O)C1=CC2=C(NC3=CC=CC=C23)C(=N1)C(=O)N1CCCC1